C1(=CC(=CC=C1)CN)CN 1,3-phenylenedimethanamine